acryloyloxytert-butyl isocyanate C(C=C)(=O)OCC(C)(C)N=C=O